FC1=C(OC2=C3C(=NC=C2)NC=C3C=3C=C(C(=NC3)OCC)C(=O)N)C(=CC(=C1)NC=1OC[C@@](CN1)(CO)F)F |r| (+/-)-5-[4-(2,6-difluoro-4-{[5-fluoro-5-(hydroxymethyl)-5,6-dihydro-4H-1,3-oxazin-2-yl]amino}phenoxy)-1H-pyrrolo[2,3-b]pyridin-3-yl]-2-ethoxypyridine-3-carboxamide